N-(2-(5-ethyl-1,4-diazepan-1-yl)-5,6-dimethylpyrimidin-4-yl)-1H-indazol-5-amine C(C)C1NCCN(CC1)C1=NC(=C(C(=N1)NC=1C=C2C=NNC2=CC1)C)C